potassium vitamin C OC=1[C@H](OC(C1O)=O)[C@H](CO)O.[K]